ClC=1C(N(N=CC1NC[C@]1(COCCC1)F)C1=CC=C(C=C1)N(C=1N=NC(=CC1)F)CC)=O (R)-4-chloro-2-(4-(ethyl(6-fluoropyridazin-3-yl)amino)phenyl)-5-(((3-fluorotetrahydro-2H-pyran-3-yl)methyl)amino)pyridazin-3(2H)-one